N-(4-(3-METHOXYPROP-1-YN-1-YL)PHENYL)-5,7-DIMETHYLPYRAZOLO[1,5-a]PYRIMIDINE-3-CARBOXAMIDE COCC#CC1=CC=C(C=C1)NC(=O)C=1C=NN2C1N=C(C=C2C)C